C(C)C(CC=1C2=CC=CC=C2C(=C2C=CC=CC12)CC(CCCC)CC)CCCC 9,10-bis(2-ethylhexyl)anthracene